C(C)(C)(C)OC(=O)N([C@@H](C(=O)O)CC1=CC=C(C=C1)Cl)C (R)-2-((tert-Butoxycarbonyl)(methyl)amino)-3-(4-chlorophenyl)propanoic acid